N[C@H]1CN(CC1)C=1C=C(C=CC1)C(C)S(=O)(=O)NC1=C(C=C(C=C1)C1=CC2=C(N=CN=C2N2CCOCC2)N1COCC[Si](C)(C)C)F 1-(3-((R)-3-aminopyrrolidin-1-yl)phenyl)-N-(2-fluoro-4-(4-morpholino-7-((2-(trimethylsilyl)ethoxy)methyl)-7H-pyrrolo[2,3-d]pyrimidin-6-yl)phenyl)ethane-1-sulfonamide